C(C)(C)(C)OC(=O)N1[C@H](CCC1)C=O (R)-2-formyl-pyrrolidine-1-carboxylic acid tert-butyl ester